methyl (2S,4S)-4-hydroxypyrrolidine-2-carboxylate O[C@H]1C[C@H](NC1)C(=O)OC